(S)-N-(2-phenylpropyl)-3-tert-butyl-1-N-pentyl-1H-pyrazole-5-carboxamide C1(=CC=CC=C1)[C@@H](CNC(=O)C1=CC(=NN1CCCCC)C(C)(C)C)C